2-(2-(6-(4-(2-chloro-5-fluorophenoxy)piperidin-1-yl)pyridazine-3-carbonyl)hydrazinyl)2-oxoethyl acetate C(C)(=O)OCC(=O)NNC(=O)C=1N=NC(=CC1)N1CCC(CC1)OC1=C(C=CC(=C1)F)Cl